FC=1N=C2C=CC(=NC2=CC1)NC1=CC(=NC=C1)C 6-fluoro-N-(2-methyl-4-pyridinyl)-1,5-naphthyridin-2-amine